CN([C@@H](CC1=CC(=C(C(=O)N)C=C1)F)CNC(C[C@@H](C1(CC1)C(F)(F)F)C=1SC(=CN1)C)=O)C 4-((S)-2-(dimethylamino)-3-((S)-3-(5-methylthiazol-2-yl)-3-(1-(trifluoromethyl)cyclopropyl)propanamido)propyl)-2-fluorobenzamide